OC(C)(C)C1=C(C(=CC=C1)C1=CC=CC=C1)O (2-hydroxypropan-2-yl)-[1,1'-biphenyl]-2-ol